5-(p-chlorophenyl)-6-(1H-pyrazol-4-yl)-4-pyrimidinylamine ClC1=CC=C(C=C1)C=1C(=NC=NC1C=1C=NNC1)N